methyl (S)-3-(8-nitro-6-(2-fluorophenyl)-1-((morpholinomethyl)thio)-4H-benzo[f][1,2,4]triazolo[4,3-a][1,4]diazepin-4-yl)propionate [N+](=O)([O-])C=1C=CC2=C(C(=N[C@H](C=3N2C(=NN3)SCN3CCOCC3)CCC(=O)OC)C3=C(C=CC=C3)F)C1